NCCC=1N(C2=C(C(=NC=3C(=C(C(=CC23)Cl)C2=CC(=CC3=CC=CC=C23)O)F)N2CC(C2)N(C)C)N1)C1C2CNC1C2 4-(2-(2-aminoethyl)-1-((endo)-2-azabicyclo[2.1.1]hexan-5-yl)-8-chloro-4-(3-(dimethyl-amino)azetidin-1-yl)-6-fluoro-1H-imidazo[4,5-c]quinolin-7-yl)naphthalen-2-ol